N-{[4-(quinoline-6-sulfonyl)phenyl]methyl}imidazo[1,2-a]pyridine-6-carboxamide N1=CC=CC2=CC(=CC=C12)S(=O)(=O)C1=CC=C(C=C1)CNC(=O)C=1C=CC=2N(C1)C=CN2